CC(C)(C)C1=C(C=CC(=C1)O)O 2-(1,1-dimethylethyl)-1,4-benzendiol